FC1=C(N=CC2=C1N=C(N=C2N2CC=1N(CCC2)N=C(C1)C(=O)NC)OCC12CCCN2CCC1)C1=CC=CC2=CC=CC(=C12)F 5-(8-fluoro-7-(8-fluoronaphthalen-1-yl)-2-((hexahydro-1H-pyrrolizin-7a-yl)methoxy)pyrido[4,3-d]pyrimidin-4-yl)-N-methyl-5,6,7,8-tetrahydro-4H-pyrazolo[1,5-a][1,4]diazepin-2-carboxamide